tert-butyl 4-(5-(8-amino-1-(4-phenoxyphenyl)imidazo[1,5-a]pyrazin-3-yl)pyridin-2-yl)piperazine-1-carboxylate NC=1C=2N(C=CN1)C(=NC2C2=CC=C(C=C2)OC2=CC=CC=C2)C=2C=CC(=NC2)N2CCN(CC2)C(=O)OC(C)(C)C